(1r,2S,5S)-3-(2-hydroxy-4,4-dimethylpentanoyl)-6,6-dimethyl-N-((S)-3-oxo-1-((S)-2-oxopyrrolidin-3-yl)-4-(trifluoromethoxy)butan-2-yl)-3-azabicyclo[3.1.0]hexane-2-carboxamide OC(C(=O)N1[C@@H]([C@H]2C([C@H]2C1)(C)C)C(=O)N[C@@H](C[C@H]1C(NCC1)=O)C(COC(F)(F)F)=O)CC(C)(C)C